6-[(6R)-6-(1-cyclopropylpyrazol-4-yl)-3,6-dihydro-2H-pyran-4-yl]-8-(2,4-difluorophenyl)-2,3-dimethyl-pyrimido[5,4-d]pyrimidin-4-one C1(CC1)N1N=CC(=C1)[C@H]1C=C(CCO1)C=1N=C(C=2N=C(N(C(C2N1)=O)C)C)C1=C(C=C(C=C1)F)F